(2S,4R)-2-(2-(chloromethyl)allyl)-4-((4-nitrobenzoyl)oxy)-pyrrolidine-1,2-dicarboxylic acid 1-(tert-butyl) 2-methyl ester COC(=O)[C@]1(N(C[C@@H](C1)OC(C1=CC=C(C=C1)[N+](=O)[O-])=O)C(=O)OC(C)(C)C)CC(=C)CCl